tertiary hexyl peroxyneohexanoate C(CC(C)(C)C)(=O)OOC(C)(C)CCC